(S)-1,4-diethyl-N-(1-methyl-cyclopropyl)-5-oxo-1,2,4,5-tetrahydroimidazo[1,2-a]-quinazoline-7-sulfonamide C(C)[C@H]1CN=C2N1C1=CC=C(C=C1C(N2CC)=O)S(=O)(=O)NC2(CC2)C